3-(methylsulfonyl)benzamide CS(=O)(=O)C=1C=C(C(=O)N)C=CC1